tert-butyl 4-(4-oxo-3,4-dihydroimidazo[5,1-f][1,2,4]triazin-5-yl)-3,6-dihydropyridine-1(2H)-carboxylate O=C1NC=NN2C1=C(N=C2)C=2CCN(CC2)C(=O)OC(C)(C)C